CN1C=NC2=CC=C(C(=C2C1=O)C)NC=1C(=C(C=CC1F)NS(=O)(=O)CCC)C N-(3-((3,5-dimethyl-4-oxo-3,4-dihydroquinazolin-6-yl)amino)-4-fluoro-2-methylphenyl)propane-1-sulfonamide